[N+](=O)([O-])C1=C(C=O)C=C(C=C1)F 2-nitro-5-fluorobenzaldehyde